N-(pyrrolidin-3-ylmethyl)piperidine-4-carboxamide N1CC(CC1)CNC(=O)C1CCNCC1